N1=CC(=CC=C1)CN1C(=CC=C1)C=O 1-(pyridin-3-ylmethyl)-1H-pyrrole-2-carbaldehyde